ClC1=CC=CC2=C1C(=NO2)NS(=O)(=O)C2=C(C=CC=C2F)F N-(4-chlorobenzo[d]isoxazol-3-yl)-2,6-difluorobenzenesulfonamide